3-[(3R)-3-amino-5-[(4-chlorophenyl)methyl]-8-fluoro-1,1,4-trioxo-2,3-dihydro-1lambda6,5-benzothiazepin-7-yl]-N-tert-butyl-1,2,4-oxadiazole-5-carboxamide N[C@H]1CS(C2=C(N(C1=O)CC1=CC=C(C=C1)Cl)C=C(C(=C2)F)C2=NOC(=N2)C(=O)NC(C)(C)C)(=O)=O